FC(C1=NC2=C3C(=CC=C2C(=C1)C(F)(F)F)CN(C3)C=3OC=NN3)(F)F 2-(2,4-bis(trifluoromethyl)-7H-pyrrolo[3,4-h]quinolin-8(9H)-yl)-1,3,4-oxadiazole